nitrosopentaanimine cobalt [Co].N(=O)C(CCCC)=N